OCCN[C@@H](CCC(N)=O)C(=O)O 2-hydroxyethyl-L-glutamine